The molecule is a ketone that is 4-hydroxy-2-butanone in which the hydroxy hydrogen has been replaced by a propyl group. It is a ketone and an ether. CCCOCCC(=O)C